FC(CN1C[C@@H](CC1)C(=O)O)(F)F (R)-1-(2,2,2-trifluoroethyl)pyrrolidine-3-carboxylic acid